nonenedioic acid C(C=CCCCCCC(=O)O)(=O)O